7-(3-(6-methoxypyridin-3-yl)-7,8-dihydro-1,6-naphthyridin-6(5H)-yl)-2,8,9-trimethyl-4H-pyrimido[1,2-b]pyridazin-4-one COC1=CC=C(C=N1)C=1C=NC=2CCN(CC2C1)C=1C(=C(C=2N(N1)C(C=C(N2)C)=O)C)C